N-(6-amino-5-methyl-3-pyridyl)-2-[(2R,5S)-2-[3-chloro-5-(trifluoromethyl)phenyl]-5-methyl-1-piperidyl]-2-oxo-acetamide NC1=C(C=C(C=N1)NC(C(=O)N1[C@H](CC[C@@H](C1)C)C1=CC(=CC(=C1)C(F)(F)F)Cl)=O)C